6-((4-((5-Cyclopropyl-3-(3,5-dichloropyridin-4-yl)isoxazol-4-yl)methoxy)bicyclo[2.2.2]octan-1-yl)methoxy)-4-hydroxychinolin C1(CC1)C1=C(C(=NO1)C1=C(C=NC=C1Cl)Cl)COC12CCC(CC1)(CC2)COC=2C=C1C(=CC=NC1=CC2)O